(R)-6-(2-((tert-butoxycarbonyl)amino)-3-phenylpropoxy)-8-methylquinoline-5-carboxylic acid benzyl ester C(C1=CC=CC=C1)OC(=O)C=1C=2C=CC=NC2C(=CC1OC[C@@H](CC1=CC=CC=C1)NC(=O)OC(C)(C)C)C